C(C(=C)C)(=O)OC1CC(CC(C1)C(C(F)(F)F)(C(F)(F)F)O)C(C(F)(F)F)(C(F)(F)F)O 3,5-bis(1,1,1,3,3,3-hexafluoro-2-hydroxy-2-propanyl)cyclohexyl methacrylate